1-(2-(5-oxo-4,5-dihydropyrazolo[1,5-a]pyrimidine-3-carbonyl)-2-azaspiro[3.3]heptan-6-yl)-3-(3-(trifluoromethyl)phenyl)urea O=C1NC=2N(C=C1)N=CC2C(=O)N2CC1(C2)CC(C1)NC(=O)NC1=CC(=CC=C1)C(F)(F)F